CN1C(CCCCC1=O)=O 1-methylazepan-2,7-dione